N-(cyanomethyl)pyrrolidine trifluoromethanesulfonate FC(S(=O)(=O)O)(F)F.C(#N)CN1CCCC1